silver indium gallium sulfur [S].[Ga].[In].[Ag]